(S)-N-(4-(4-((2-amino-4-methylpentyl)oxy)-3-cyanophenyl)pyridin-2-yl)acetamide N[C@H](COC1=C(C=C(C=C1)C1=CC(=NC=C1)NC(C)=O)C#N)CC(C)C